((1s,3s)-3-Hydroxy-3-methylcyclobutyl)(6-(isoquinolin-7-yl)-2-azaspiro[3.3]heptan-2-yl)methanone OC1(CC(C1)C(=O)N1CC2(C1)CC(C2)C2=CC=C1C=CN=CC1=C2)C